10-(1,3-dioxo-2,3-dihydro-1H-isoindol-2-yl)decan-1-sulfonamide O=C1N(C(C2=CC=CC=C12)=O)CCCCCCCCCCS(=O)(=O)N